N2-isopropyl-N4-((2-(trifluoromethyl)pyridin-3-yl)methyl)pyrido[2,3-d]pyrimidine-2,4-diamine methanesulfonate CS(=O)(=O)O.C(C)(C)NC=1N=C(C2=C(N1)N=CC=C2)NCC=2C(=NC=CC2)C(F)(F)F